C1(=CC=CC=C1)C=1SC(=C(N1)C(=O)OCC)N1C[C@H](CC1)OC1=NC=C(C=C1)C(F)(F)F (S)-ethyl 2-phenyl-5-(3-(5-(trifluoromethyl)pyridin-2-yloxy)pyrrolidin-1-yl)thiazole-4-carboxylate